OC=1C=C(C=CC1O)C1C(=O)OC(C1)C (3,4-dihydroxy-phenyl)-gamma-valerolactone